COC1=CC=C(C=C1)C=1N=CN(C1C1=CC=NC=C1)CC(=O)N1CCN(CC1)C(=O)OC(C)(C)C tert-butyl 4-{2-[4-(4-methoxyphenyl)-5-(pyridin-4-yl)-1H-imidazol-1-yl]acetyl}piperazine-1-carboxylate